BrC=1C=C(C2=CN(N=C2C1)C(C(=O)OCC)C1=C2N(C=N1)CCC2)F ethyl 2-(6-bromo-4-fluoro-indazol-2-yl)-2-(6,7-dihydro-5H-pyrrolo[1,2-c]imidazol-1-yl)acetate